OC1=C2C(=CNC2=C(C=C1)C)C(C(=O)N(C)C)=O 2-(4-Hydroxy-7-methylindol-3-yl)-N,N-dimethylglyoxylamide